5-chloro-3-(3,5-dimethoxyphenylethynyl)pyrazine-2-carboxamide ClC=1N=C(C(=NC1)C(=O)N)C#CC1=CC(=CC(=C1)OC)OC